3-methyl-4-(methylthio)benzamide CC=1C=C(C(=O)N)C=CC1SC